[4-({[(3R,5aS,6R,8aS,9R,10S,12R,12aR)-3,6,9-trimethyldecahydro-12H-3,12-epoxypyrano[4,3-j][1,2]benzodioxepin-10-yl]methyl}carbamoyl)phenyl]boronic acid C[C@@]12OO[C@]34[C@@H](CC1)[C@@H](CC[C@H]3[C@H]([C@H](O[C@@H]4O2)CNC(=O)C2=CC=C(C=C2)B(O)O)C)C